N-(2-((5-amino-3-oxo-1,3-dihydroisobenzofuran-1-yl)methyl)phenyl)acetamide NC=1C=C2C(OC(C2=CC1)CC1=C(C=CC=C1)NC(C)=O)=O